C(C)(C)(C)NC(=O)N1CC=2N(CC1)C(=C(C2C(=O)N)C2=CC=C(C=C2)N2CCOCC2)C2CC2 N2-tert-butyl-6-cyclopropyl-7-[4-(morpholin-4-yl)phenyl]-3,4-dihydropyrrolo[1,2-a]pyrazine-2,8(1H)-dicarboxamide